(5-chloro-pyridin-2-ylmethyl)-3-hydroxy-2,3-dihydro-isoindol-1-one ClC=1C=CC(=NC1)CN1C(C2=CC=CC=C2C1O)=O